1,3-bis(2,6-diisopropyl-phenyl)imidazole C(C)(C)C1=C(C(=CC=C1)C(C)C)N1CN(C=C1)C1=C(C=CC=C1C(C)C)C(C)C